Cl.N[C@H](C(=O)NC1=NC=CC(=C1)[C@H](COC)N1C(N[C@@H](C1)C(F)(F)F)=O)C1CCC(CC1)C |o1:12| (2S)-2-amino-N-(4-((R or S)-2-methoxy-1-((S)-2-oxo-4-(trifluoromethyl)-imidazolidin-1-yl)ethyl)pyridin-2-yl)-2-((1r,4S)-4-methylcyclohexyl)-acetamide hydrochloride salt